C(CCCCCCCCCCCCCCCCCCCCCCCCCCCCCC)(=O)OCCCCCCCCCCCCCCCCCCCCCC behenyl hentriacontanoate